C(C)OC([C@H](CCC(NCCSC(C)=O)=O)NC(=O)OC(C)(C)C)=O 4-(2-Acetylsulfanyl-ethylcarbamoyl)-2-(S)-tert-butoxycarbonylamino-butyric acid ethyl ester